(3S,4S)-benzyl 3-(3-(3-chloropropyl)ureido)-4-phenylpiperidine-1-carboxylate ClCCCNC(N[C@@H]1CN(CC[C@H]1C1=CC=CC=C1)C(=O)OCC1=CC=CC=C1)=O